C(C1=CC=CC=C1)(=O)[C@@H]1C[C@H]([C@@H](CC1)N(C(OC(C)(C)C)=O)C)O 1,1-dimethylethyl N-[(1R,2R,4S)-4-benzoyl-2-hydroxy-cyclohexyl]-N-methyl-carbamate